trans-3-(3-(difluoromethyl)-4-(quinoxalin-2-yl)-1H-pyrazol-1-yl)cyclobutane-1-carboxylic acid methyl ester COC(=O)[C@@H]1C[C@H](C1)N1N=C(C(=C1)C1=NC2=CC=CC=C2N=C1)C(F)F